C(C)N1N=C(C=C1)CCN 2-(1-Ethyl-1H-pyrazol-3-yl)ethan-1-amine